(Z)-1-(2-fluoro-4-(1-(4-(2,2,2-trifluoroethoxy)phenyl)-1H-1,2,4-triazol-3-yl)phenyl)-3-(3-(2-isopropyl-5-methoxyphenyl)-4-oxothiazolidin-2-ylidene)urea FC1=C(C=CC(=C1)C1=NN(C=N1)C1=CC=C(C=C1)OCC(F)(F)F)NC(=O)\N=C\1/SCC(N1C1=C(C=CC(=C1)OC)C(C)C)=O